(6-((5-chloro-2-((2,5-dimethyl-2H-indazol-6-yl)amino)pyrimidin-4-yl)amino)-2,3-dimethylphenyl)dimethylphosphine ClC=1C(=NC(=NC1)NC=1C(=CC2=CN(N=C2C1)C)C)NC1=CC=C(C(=C1P(C)C)C)C